N1-(2,2-dimethoxyethyl)-4-nitrobenzene-1,2-diamine COC(CNC=1C(=CC(=CC1)[N+](=O)[O-])N)OC